COC(CCOC1CCN(CC1)C(=O)OC(C)(C)C)=O tert-butyl 4-(3-methoxy-3-oxopropoxy)piperidine-1-carboxylate